4-bromo-6-cyclopropyl-1-(2-(dimethylamino)ethyl)-N-methyl-1H-indole-2-carboxamide BrC1=C2C=C(N(C2=CC(=C1)C1CC1)CCN(C)C)C(=O)NC